CC=1C=C(C=NC1)N 5-Methyl-3-pyridinamine